N-tetradecyl-2-(3,4-dibenzyloxy-phenyl)-3,5,7-tribenzyloxy-quinolin-4-one C(CCCCCCCCCCCCC)N1C(=C(C(C2=C(C=C(C=C12)OCC1=CC=CC=C1)OCC1=CC=CC=C1)=O)OCC1=CC=CC=C1)C1=CC(=C(C=C1)OCC1=CC=CC=C1)OCC1=CC=CC=C1